CP(=O)(C)C1=CC(=C(COC2=CC=CC(=N2)C2CCN(CC2)CC2=NC3=C(N2C[C@H]2OCC2)C=C(C=C3)C(=O)[O-])C=C1)F (S)-2-((4-(6-((4-(Dimethylphosphoryl)-2-fluorobenzyl)oxy)pyridin-2-yl)piperidin-1-yl)methyl)-1-(oxetan-2-ylmethyl)-1H-benzo[d]imidazole-6-carboxylate